6-Cyclopropyl-N-[Trans-3-[3-(Difluoromethoxy)Azetidin-1-Yl]Chroman-4-Yl]-7H-Pyrrolo[2,3-D]Pyrimidin-4-Amine C1(CC1)C1=CC2=C(N=CN=C2N[C@H]2[C@@H](COC3=CC=CC=C23)N2CC(C2)OC(F)F)N1